C1(CC1)C=1C=C2C(=NC(=NC2=CC1)C)SCC(=O)C1=CC=C(S1)CNC(CO)=O N-((5-(2-((6-cyclopropyl-2-methylquinazolin-4-yl)thio)acetyl)thiophen-2-yl)methyl)-2-hydroxyacetamide